OC1(CC2CCC(C1)N2)C(=O)OC methyl 3-hydroxy-8-azabicyclo[3.2.1]octane-3-carboxylate